5-chloro-2-(1H-imidazol-2-yl)pyridin-3-yl 2,4,6-tri-O-acetyl-3-[4-(2-aminothiazol-4-yl)-1H-1,2,3-triazol-1-yl]-3-deoxy-1-thio-α-D-galactopyranoside C(C)(=O)O[C@H]1[C@@H](SC=2C(=NC=C(C2)Cl)C=2NC=CN2)O[C@@H]([C@@H]([C@@H]1N1N=NC(=C1)C=1N=C(SC1)N)OC(C)=O)COC(C)=O